(2R,4S)-1-[(2R)-2-(4-cyclopropyltriazol-1-yl)-3,3-dimethyl-butanoyl]-4-hydroxy-N-(5-isopropoxyindan-1-yl)pyrrolidine-2-carboxamide C1(CC1)C=1N=NN(C1)[C@@H](C(=O)N1[C@H](C[C@@H](C1)O)C(=O)NC1CCC2=CC(=CC=C12)OC(C)C)C(C)(C)C